FC1(CC(C1)C(=O)OC)C=1C=NC(=CC1)OC Methyl 3-fluoro-3-(6-methoxypyridin-3-yl)cyclobutane-1-carboxylate